IC1=NC(=CC(=N1)C)C 2-iodo-4,6-dimethylpyrimidine